[OH-].[Ce+2].[OH-] cerium(II) hydroxide